3-(1-cyclohexylimino)propyltrimethoxysilane C1(CCCCC1)N=CCC[Si](OC)(OC)OC